FC(C(CCS(=O)(=O)C)C1=CC=CC(=N1)N1N=CC(=C1)C1=C2C(=NC=C1)NC=N2)(F)F 7-(1-(6-(1,1,1-trifluoro-4-(methylsulfonyl)butan-2-yl)pyridin-2-yl)-1H-pyrazol-4-yl)-3H-imidazo[4,5-b]pyridine